(S)-2-((2-(4-cyanophenyl)-propyl)amino)-N-(5-(2,4-dimethyl-5-oxopiperazin-1-yl)pyridin-2-yl)-2-phenylacetamide C(#N)C1=CC=C(C=C1)C(CN[C@H](C(=O)NC1=NC=C(C=C1)N1C(CN(C(C1)=O)C)C)C1=CC=CC=C1)C